C(C=C)C=1C=C(C=CC1OC#N)C(C)(C)C1=CC(=C(C=C1)OC#N)CC=C bis(3-allyl-4-cyanatophenyl)propane